3-(2-chloropyrimidin-5-yl)-5-[(1R)-1-(3,5-dichloro-4-pyridinyl)ethoxy]-1-tetrahydropyran-2-yl-indazole ClC1=NC=C(C=N1)C1=NN(C2=CC=C(C=C12)O[C@H](C)C1=C(C=NC=C1Cl)Cl)C1OCCCC1